difluoromethoxypyrazole sodium methanesulfonate CS(=O)(=O)[O-].[Na+].FC(OC1=NNC=C1)F